bicyclo[3.1.0]hexan-3-amine hydroiodide I.C12CC(CC2C1)N